C(CCCCCCCCCCC\C=C/CCCCCCCC)(=O)O.OCC(O)CO.OCC(O)CO Diglycerol Monoerucate